Tert-butyl (S)-2-(3-(4-(4-methoxybutoxy)-3-(trifluoromethyl)phenyl)-1,2,4-oxadiazol-5-yl)pyrrolidine-1-carboxylate COCCCCOC1=C(C=C(C=C1)C1=NOC(=N1)[C@H]1N(CCC1)C(=O)OC(C)(C)C)C(F)(F)F